ClC=1C=C2C(=C(C=NC2=CC1)NC=1C=NC=NC1)NC1=C(C(=O)O)C=CC=C1 2-[[6-chloro-3-(pyrimidin-5-ylamino)-4-quinolyl]amino]benzoic acid